methyl 4-[1-(4-hydroxybutyl)-4-(3-{[1-methyl-4-(1-methylimidazole-2-amido)pyrrol-2-yl]formamido}propanamido)imidazole-2-amido]-1-methylpyrrole-2-carboxylate OCCCCN1C(=NC(=C1)NC(CCNC(=O)C=1N(C=C(C1)NC(=O)C=1N(C=CN1)C)C)=O)C(=O)NC=1C=C(N(C1)C)C(=O)OC